(3-((6-chloro-4-(2-methylprop-1-en-1-yl)-2,7-naphthyridin-1-yl)oxy)azetidin-1-yl)((1S,2S)-2-fluorocyclopropyl)methanone ClC=1C=C2C(=CN=C(C2=CN1)OC1CN(C1)C(=O)[C@H]1[C@H](C1)F)C=C(C)C